BrC=1C=C(C=CC1F)NC(=NO)C=1C(=NON1)C(=O)NCCNS(N)(=O)=O 4-(N-(3-bromo-4-fluorophenyl)-N'-hydroxycarbamimidoyl)-N-(2-((sulfamoyl)amino)ethyl)-1,2,5-oxadiazole-3-carboxamide